The molecule is a L-histidine derivative that is L-histidine substituted at poisition 2 (on the imidazole ring) by a 3-carboxy-3-(dimethylamino)propyl group. It is a non-proteinogenic L-alpha-amino acid and a L-histidine derivative. It is a tautomer of a 2-[3-carboxylato-3-(dimethylammonio)propyl]-L-histidine dizwitterion. CN(C)C(CCC1=NC=C(N1)C[C@@H](C(=O)O)N)C(=O)O